S1C(=CC=2C=NC=CC21)C2=CNC=1N=C(N=CC12)N 5-(thieno[3,2-c]pyridin-2-yl)-7H-pyrrolo[2,3-d]pyrimidin-2-amine